1-(1-acryloylpiperidine-3-yl)-3-(4-((4-(trifluoromethyl)pyridin-2-yl)carbamoyl)phenyl)-1H-pyrazole-4-carboxamide C(C=C)(=O)N1CC(CCC1)N1N=C(C(=C1)C(=O)N)C1=CC=C(C=C1)C(NC1=NC=CC(=C1)C(F)(F)F)=O